4-{[7-cyclobutyl-6-(3,8-diazabicyclo[3.2.1]octan-3-yl)-2-{[(2S,4R)-4-fluoro-1-methylpyrrolidin-2-yl]methoxy}-7H-purin-8-yl]oxy}-5-ethynyl-6-fluoro-2-naphthol C1(CCC1)N1C(=NC2=NC(=NC(=C12)N1CC2CCC(C1)N2)OC[C@H]2N(C[C@@H](C2)F)C)OC2=CC(=CC1=CC=C(C(=C21)C#C)F)O